COC1=CC=C(C=C1)N1N=CC=2C(C1=O)=C(N(C2C)C2=NC=CC=C2)C 2-(4-methoxyphenyl)-5,7-dimethyl-6-(pyridin-2-yl)-2,6-dihydro-1H-pyrrolo[3,4-d]pyridazin-1-one